tetraammonium 9,9'-spirobifluorene hydrochloride Cl.C1=CC=CC=2C3=CC=CC=C3C3(C12)C1=CC=CC=C1C=1C=CC=CC13.[NH4+].[NH4+].[NH4+].[NH4+]